z-dodecadienal C(\C=C/C=CCCCCCCC)=O